2-(1H-benzo[d]imidazol-5-yl)ethan-1-amine dihydrochloride Cl.Cl.N1C=NC2=C1C=CC(=C2)CCN